tert-butyl(2-((tert-butoxy((R)-2-((tertbutyldimethylsilyl)oxy)-3-(octadecyloxy)propoxy)phosphoryl)oxy)ethyl)carbamate C(C)(C)(C)OC(NCCOP(=O)(OC[C@@H](COCCCCCCCCCCCCCCCCCC)O[Si](C)(C)C(C)(C)C)OC(C)(C)C)=O